4-(2-{6-[2-(dimethylamino)-1-hydroxyethyl]-1-oxo-4-(trifluoromethyl)-3H-isoindol-2-yl}-6-(ethylamino)pyridin-4-yl)-3-(4-methyl-1,2,4-triazol-3-yl)benzonitrile CN(CC(O)C1=CC(=C2CN(C(C2=C1)=O)C1=NC(=CC(=C1)C1=C(C=C(C#N)C=C1)C1=NN=CN1C)NCC)C(F)(F)F)C